1-tert-butyl (S)-2-(3-(3-((tert-butoxycarbonyl) amino) piperidin-1-yl) phenoxy)-2-methylpropionate C(C)(C)(C)OC(=O)N[C@@H]1CN(CCC1)C=1C=C(OC(C(=O)OC(C)(C)C)(C)C)C=CC1